C1(CC1)OC1=C(C=NC=C1)C(=O)NC1=C(C(=C(C(=C1)F)OC1=CC=NC2=CC(=C(C=C12)OC)OC)F)F 4-cyclopropoxy-N-{4-[(6,7-dimethoxyquinolin-4-yl)oxy]-2,3,5-trifluorophenyl}pyridine-3-carboxamide